C1(CC(CCC1)CN=C=O)CN=C=O hexahydrom-xylylene diisocyanate